C1(CCCC1)NC=1C2=C(N=C(N1)NC1=CC(=C(C=C1)C=1C=NN(C1)C)OC)NC=C2C#N 4-(cyclopentylamino)-2-((3-methoxy-4-(1-methyl-1H-pyrazol-4-yl)phenyl)amino)-7H-pyrrolo[2,3-d]pyrimidine-5-carbonitrile